(2-diethylamino-1,1-dimethylethyl)(trimethylsilyl)amine C(C)N(CC(C)(C)N[Si](C)(C)C)CC